2-(4-((3-fluoropropyl)thio)-2,5-dimethoxyphenyl)ethan-1-amine FCCCSC1=CC(=C(C=C1OC)CCN)OC